C=CCOC(=O)C[C@@H](C(=O)O)NC(=O)OCC1C2=CC=CC=C2C3=CC=CC=C13 N-α-(9-Fluorenylmethoxycarbonyl)-L-aspartic acid β-allyl ester